4-(cis-4-(trifluoromethyl)cyclohexyl)pyrido[2,3-d]pyrimidine FC([C@H]1CC[C@H](CC1)C=1C2=C(N=CN1)N=CC=C2)(F)F